tert-butyl 3-[5-(1-methoxycarbonyl-2-methyl-propyl)isoxazol-3-yl]oxyazetidine-1-carboxylate COC(=O)C(C(C)C)C1=CC(=NO1)OC1CN(C1)C(=O)OC(C)(C)C